CN(CCNC1=CC=C(C=C1)N)C N-(2-dimethylamino-ethyl)-benzene-1,4-diamine